2-[4-[3-[1-(5-chloropyrimidin-2-yl)-4-piperidinyl]propoxy]-2-fluoro-phenyl]-N-(3-sulfamoylpropyl)acetamide ClC=1C=NC(=NC1)N1CCC(CC1)CCCOC1=CC(=C(C=C1)CC(=O)NCCCS(N)(=O)=O)F